C(C)N(CCCO)CC 3-diethylamino-propanol